(2S)-1-{2-[1-ethyl-5-(trifluoromethyl)pyrazol-4-ylsulfonyl]-4H,6H-pyrrolo[3,4-c]pyrazol-5-yl}-3-hydroxy-2-phenylpropan-1-one C(C)N1N=CC(=C1C(F)(F)F)S(=O)(=O)N1N=C2C(=C1)CN(C2)C([C@H](CO)C2=CC=CC=C2)=O